FC(C(=O)O)(F)F.NC1CCN(CC1)C1=C(C=CC=C1)/C=C/C(=O)NO (E)-3-(2-(4-aminopiperidin-1-yl)phenyl)-N-hydroxyacrylamide 2,2,2-trifluoroacetate